Azoloic acid ethyl ester C(C)OC(=O)C=1NC=CC1